3-amino-7-(2-chloro-6-methyl-phenyl)-N-(1-methyl-4-piperidyl)isoquinoline-4-carboxamide NC=1N=CC2=CC(=CC=C2C1C(=O)NC1CCN(CC1)C)C1=C(C=CC=C1C)Cl